BrC1=C(C=C(C(=O)N2CC=3N(C(N4C3C(N(CCC4)CC4=CC=C(C=C4)OC)=O)=O)CC2)C=C1)Cl 2-(4-bromo-3-chlorobenzoyl)-11-(4-methoxybenzyl)-1,2,3,4,8,9,10,11-octahydro-6H,12H-pyrazino[1',2':3,4]imidazo[1,5-a][1,4]diazepine-6,12-dione